BrC=1C=CC=2C(=[SiH]C=3C2C(C=CC3)(C([2H])([2H])[2H])C([2H])([2H])[2H])C1 3-bromo-9,9-bis(methyl-d3)-9H-dibenzo[b,d]silole